FC1(C[C@@H]([C@@H](C2=CC=C(C=C12)O)C1=CC=C(C=C1)N1CCC(CC1)CN1CCN(CC1)C=1C=C2CN(C(C2=CC1)=O)[C@@H]1C(NC(CC1)=O)=O)CC(C)C)F (S)-3-(5-(4-((1-(4-((1R,2S)-4,4-difluoro-6-hydroxy-2-isobutyl-1,2,3,4-tetrahydronaphthalen-1-yl)phenyl)piperidin-4-yl)methyl)piperazin-1-yl)-1-oxoisoindolin-2-yl)piperidine-2,6-dione